Cl[Si](CC[SiH3])(Cl)Cl [2-(trichlorosilyl)ethyl]silane